C(C)OC=1C=C(C=CC1)C=1C=C2C(=NC1)NC(N2CC(C=2SC=CC2)=O)=O 6-(3-ethoxyphenyl)-1-[2-oxo-2-(2-thienyl)ethyl]-3H-imidazo[4,5-b]pyridin-2-one